OC(C)C=1C(=NC(=CC1)N1C=NC2=C1C=CC(=C2)NC=2N=NC(=CC2)C)N2CC(C2)(C#N)C 1-[3-(1-hydroxyethyl)-6-[5-[(6-methylpyridazin-3-yl)amino]benzimidazol-1-yl]-2-pyridinyl]-3-methyl-azetidine-3-carbonitrile